propyl bis(2-propynyl) phosphate P(=O)(OCCC)(OCC#C)OCC#C